CN(CC(CN(C)C)O)C 1,3-bis(dimethylamino)-propan-2-ol